3-(bromomethyl)-1-methyl-1H-pyrazole BrCC1=NN(C=C1)C